CN(CCOC(C(=C)C)=O)C (2-dimethylaminoethyl)methacrylat